BrC=1C=CC(=C(C(=O)O)C1)C(F)(F)F 5-bromo-2-(trifluoromethyl)benzoic acid